C[C@H]1C(=NNC(O1)=O)C1=CC(=C(C=C1)C1=C(C=C(C(=C1)F)F)F)C(F)(F)F (6S)-6-methyl-5-[2',4',5'-trifluoro-2-(trifluoromethyl)[1,1'-biphenyl]-4-yl]-3,6-dihydro-2H-1,3,4-oxadiazin-2-one